C1(CCC1)OC1=NC(=CC(=N1)N1CC2(C=3C=NC(=CC31)NC(C)=O)CC2)C N-(1'-(2-cyclobutoxy-6-methylpyrimidin-4-yl)-1',2'-dihydrospiro[cyclopropane-1,3'-pyrrolo[3,2-c]pyridin]-6'-yl)acetamide